ClC1=C2C(=NN(C2=C(C=C1)[N+](=O)[O-])C)CS(=O)(=O)N (4-chloro-1-methyl-7-nitro-1H-indazol-3-yl)methanesulfonamide